fluoromethyl(triphenyl)phosphonium FC[P+](C1=CC=CC=C1)(C1=CC=CC=C1)C1=CC=CC=C1